BrC1=CC(=C(C#N)C(=C1)C(F)(F)F)CBr 4-bromo-2-(bromomethyl)-6-(trifluoromethyl)benzonitrile